3-(4-(4-(4-(5-((S)-1-Amino-1-(4-fluorophenyl)ethyl)pyrimidin-2-yl)piperazin-1-yl)pyrrolo[2,1-f][1,2,4]triazin-6-yl)-1H-pyrazol-1-yl)cyclobutanol N[C@@](C)(C1=CC=C(C=C1)F)C=1C=NC(=NC1)N1CCN(CC1)C1=NC=NN2C1=CC(=C2)C=2C=NN(C2)C2CC(C2)O